COC(CC(C(CBr)=O)Br)=O 3,5-dibromo-4-keto-valeric acid methyl ester